CC1=C(C(=CC(=C1)C)C)S(=O)(=O)[O-].N[N+]1=CC(=CC(=C1)OC)Br 1-amino-3-bromo-5-methoxypyridin-1-ium 2,4,6-trimethylbenzenesulphonate